(2S,3R,4S,5S)-3-(3,4-difluoro-2-hydroxy-phenyl)-4,5-dimethyl-5-(trifluoromethyl)tetrahydrofuran FC=1C(=C(C=CC1F)[C@@H]1CO[C@@]([C@H]1C)(C(F)(F)F)C)O